melissyl α-methallyloxymethylacrylate C(C(C)=C)OCC(C(=O)OCCCCCCCCCCCCCCCCCCCCCCCCCCCCCC)=C